3,5-bis(dibromomethyl)styrene BrC(C=1C=C(C=C)C=C(C1)C(Br)Br)Br